(S)-2-Morpholinopropionic acid benzyl ester C(C1=CC=CC=C1)OC([C@H](C)N1CCOCC1)=O